C(C=C)N[C@@H](CS)C(=O)O Allyl-L-cysteine